trans-3-fluoro-5-[(3S)-2-[4-[(5-fluoro-3-pyridyl)methyl]cyclohexanecarbonyl]isoxazolidin-3-yl]benzonitrile FC=1C=C(C#N)C=C(C1)[C@H]1N(OCC1)C(=O)[C@@H]1CC[C@H](CC1)CC=1C=NC=C(C1)F